OC=1C=C(C=CC1O)C=1OC2=CC(=CC(=C2C(C1)=O)O)O 2-(3,4-dihydroxyphenyl)-5,7-dihydroxy-4-chromone